COC1=[N+](N=CC(=C1)N)C2=CC=CC=C2.COS(=O)(=O)[O-] The molecule is an azaheterocycle sulfate salt of amezinium. It is a sympathomimetic drug which suppresses noradrenaline reuptake and thereby elevating blood pressure. It is used for the treatment of low blood pressure in patients undergoing dialysis. It has a role as an EC 1.4.3.4 (monoamine oxidase) inhibitor, an antihypotensive agent, a sympathomimetic agent and an adrenergic uptake inhibitor. It contains an amezinium.